CP(O)(=O)C(C)C methylisopropyl-phosphinic acid